C(CC(OCCOCCOCCC)N)N 4,7,10-Trioxatridecane-1,3-diamine